(1R,4R)-4-(4-(((R)-1-(4-bromothiophene-2-yl)ethyl)amino)-7-methoxyl-2-methyl-quinazoline-6-yl)cyclohexane BrC=1C=C(SC1)[C@@H](C)NC1=NC(=NC2=CC(=C(C=C12)C1CCCCC1)OC)C